[N+](=O)([O-])C1=C(C=CC(=C1)[N+](=O)[O-])NCCOCCOCCOCCNC(=O)[C@H]1OC[C@H]([C@H]([C@H]1O)O)C=1C=NN(C1)C (2S,3R,4R,5R)-N-(2-(2-(2-(2-((2,4-dinitrophenyl)amino)ethoxy)ethoxy)ethoxy)ethyl)-3,4-dihydroxy-5-(1-methyl-1H-pyrazol-4-yl)tetrahydro-2H-pyran-2-carboxamide